2-(chloromethoxy)ethyl-trimethyl-monosilane ClCOCC[Si](C)(C)C